C(C)(C)(C)C1=NN=C(O1)C(=O)N[C@H]1C2=C(CN(CC1)CC1CC1)C=C(C=C2)C2=NC(=NC=C2)NC=2C=NN(C2)C (R)-5-(tert-butyl)-N-(2-(cyclopropylmethyl)-8-(2-((1-methyl-1H-pyrazol-4-yl)amino)pyrimidin-4-yl)-2,3,4,5-tetrahydro-1H-benzo[c]azepin-5-yl)-1,3,4-oxadiazole-2-carboxamide